NC1=CC=C(C=C1)C1=NN(C(=C1C#N)NC1=CC(=NC=C1)OCCOCCOCCOCCOCC(=O)OC(C)(C)C)C(C)(C)C tert-butyl 14-[(4-{[3-(4-aminophenyl)-1-tert-butyl-4-cyano-1H-pyrazol-5-yl]amino} pyridin-2-yl)oxy]-3,6,9,12-tetraoxatetradecanoate